1-[(4-chloro-1H-pyrazol-5-yl)methyl]-2'-(3-ethyl-1H-pyrrolo[2,3-b]pyridin-5-yl)-5',6'-dihydrospiro[azetidine-3,4'-pyrrolo[1,2-b]pyrazole] ClC=1C=NNC1CN1CC2(CCN3N=C(C=C32)C=3C=C2C(=NC3)NC=C2CC)C1